(4,4-Difluorohexyl)-4-methoxybenzenesulfonamide FC(CCCC1=C(C=CC(=C1)OC)S(=O)(=O)N)(CC)F